4-(5-(4-methoxybenzoyl)pyrimidin-2-yl)-3,6-dihydropyridine-1(2H)-carboxylic acid tert-butyl ester C(C)(C)(C)OC(=O)N1CCC(=CC1)C1=NC=C(C=N1)C(C1=CC=C(C=C1)OC)=O